14-iodo-4,6,8,10,12-pentamethylpentadecyloxymethyl ether IC(CC(CC(CC(CC(CC(CCCOCOCOCCCC(CC(CC(CC(CC(CC(C)I)C)C)C)C)C)C)C)C)C)C)C